O1COC2=C1C=CC(=C2)C2=CN=C1N2N=C(C=C1)C1=COC=C1 3-(1,3-benzodioxol-5-yl)-6-(3-furyl)imidazo[1,2-b]pyridazine